NC1=C(C(=NN1C(C)C)C1=CC(=C(C=C1)CC(=O)OCC)F)C#N Ethyl 2-[4-(5-amino-4-cyano-1-isopropyl-pyrazol-3-yl)-2-fluoro-phenyl]acetate